(R)-6-chloro-3-((1-(3-cyano-2-((cyclopropylmethyl)amino)-7-methyl-4-oxo-4H-pyrido[1,2-a]pyrimidin-9-yl)ethyl)amino)picolinic acid ClC1=CC=C(C(=N1)C(=O)O)N[C@H](C)C1=CC(=CN2C1=NC(=C(C2=O)C#N)NCC2CC2)C